4-(1H-pyrazol-4-yl)-1H-indazol N1N=CC(=C1)C1=C2C=NNC2=CC=C1